2-fluoro-6-(trifluoromethyl)pyridin-4-amine FC1=NC(=CC(=C1)N)C(F)(F)F